C(=C)OC1=CC=C(C(=O)C2=CC=CC=C2)C=C1 4-vinyloxybenzophenone